2,4,6-triethylphenylboric acid C(C)C1=C(C(=CC(=C1)CC)CC)OB(O)O